C12(CC3CC(CC(C1)C3)C2)C(=O)O adamantanoic acid